O=C1N(C(CC1)=O)OC(=O)[C@H]1[C@@H](C1)[Si](C)(C)C (1S,2R)-2-(trimethylsilyl)cyclopropane-1-carboxylic acid 2,5-dioxopyrrolidin-1-yl ester